C1(=CC=CC2=CC=CC=C12)CC(=O)O.C1(=CC=CC2=CC=CC=C12)CC(=O)O naphthylacetic acid, naphthylacetic acid salt